C(C=CCCCCCC)O 1Z-2-nonenol